2-cyclooctyl-2-[(2-methylpyrazole-3-carbonyl)amino]acetic acid C1(CCCCCCC1)C(C(=O)O)NC(=O)C=1N(N=CC1)C